1-(4-(8-amino-3-isopropyl-5-(4-(methylamino)cyclohex-1-en-1-yl)imidazo[1,5-a]pyrazin-1-yl)-3-fluorophenyl)-3-(5-methoxypyridin-3-yl)urea NC=1C=2N(C(=CN1)C1=CCC(CC1)NC)C(=NC2C2=C(C=C(C=C2)NC(=O)NC=2C=NC=C(C2)OC)F)C(C)C